BrC=1C=2C(N=C3N(C2C=CC1)C1=CC(=CC=C1C31CCCCC1)C1CCN(CC1)C1CCC3(CCN(CC3)C3=C2C(N(C(C2=CC=C3)=O)C3C(NC(CC3)=O)=O)=O)CC1)=O 4-(9-(4-(4'-bromo-5'-oxo-5'H-spiro[cyclohexane-1,7'-indolo[1,2-a]quinazolin]-10'-yl)piperidin-1-yl)-3-azaspiro[5.5]undecan-3-yl)-2-(2,6-dioxopiperidin-3-yl)isoindoline-1,3-dione